methyl-N,N-diethylcarbamate COC(N(CC)CC)=O